(6R)-6-methyl-8,11,14-trioxa-4,5,19,20-tetraazatetracyclo[13.5.2.12,5.018,21]tricosa-1(20),2(23),3,15(22),16,18(21)-hexaene C[C@H]1N2N=CC(C3=NNC=4C=CC(OCCOCCOC1)=CC34)=C2